(2R,3R,4S)-2-(6-chloro-2-(hex-1-yn-1-yl)-8-(pyrimidin-2-yl)-9H-purin-9-yl)tetrahydrothiophene-3,4-diyl diacetate C(C)(=O)O[C@H]1[C@@H](SC[C@H]1OC(C)=O)N1C2=NC(=NC(=C2N=C1C1=NC=CC=N1)Cl)C#CCCCC